4-benzyloxy-1-(4-fluorophenyl)-3-iodo-2-tetrahydropyran-4-yl-indole C(C1=CC=CC=C1)OC1=C2C(=C(N(C2=CC=C1)C1=CC=C(C=C1)F)C1CCOCC1)I